[Cl-].C(CCCCCCCCCCCCC)[N+](CCC[Si](OC)(OC)OC)(C)C tetradecyldimethyl-[3-(trimethoxysilyl)propyl]ammonium chloride